CC(C(CCCC)O)O trans-2,3-heptanediol